N[C@@H]1C[C@@H](CC1)C(=O)NCC1=CC=C(C=C1)OC (1R,3S)-3-Amino-N-(4-methoxybenzyl)cyclopentane-1-carboxamide